CCCCCCCC/C=C\\CCCCCCCCCC(=O)SCCNC(=O)CCNC(=O)[C@@H](C(C)(C)COP(=O)(O)OP(=O)(O)OC[C@@H]1[C@H]([C@H]([C@@H](O1)N2C=NC3=C(N=CN=C32)N)O)OP(=O)(O)O)O The molecule is a 3-oxo-fatty acyl-CoA that results from the formal condensation of the thiol group of coenzyme A with the carboxy group of (11Z)-eicosenoic acid. It is a long-chain fatty acyl-CoA, a Delta(11)-fatty acyl-CoA and a monounsaturated fatty acyl-CoA. It is a conjugate acid of an (11Z)-eicosenoyl-CoA(4-).